C(C)(C)(C)OC(=O)N1CCN(CC1)C=1C=NC(=CC1)C(N[C@@H]1COCC1)=O (S)-4-(6-((tetrahydrofuran-3-yl)carbamoyl)pyridin-3-yl)piperazine-1-carboxylic acid tert-butyl ester